Cyclopropylimidazo[1,2-b]pyridazine-2-carboxylic acid ethyl ester C(C)OC(=O)C=1N=C2N(N=CC=C2)C1C1CC1